6-methyl-4-{6-[4-(4-(2-(4-methylpiperazin-1-yl)ethoxy)phenyl)piperidin-1-yl]pyridin-3-yl}-1H-pyrrolo[2,3-c]pyridin-7(6H)-one CN1C(C2=C(C(=C1)C=1C=NC(=CC1)N1CCC(CC1)C1=CC=C(C=C1)OCCN1CCN(CC1)C)C=CN2)=O